O1CCC(CC1)N1C(=NC=C1C1=NC(=NC=C1)N)C(F)(F)F 4-[3-(oxan-4-yl)-2-(trifluoromethyl)imidazolyl]pyrimidin-2-amine